N-(2-(3,8-diazabicyclo[3.2.1]oct-8-yl)-5-chloropyrimidin-4-yl)-1H-indazol-5-amine C12CNCC(CC1)N2C2=NC=C(C(=N2)NC=2C=C1C=NNC1=CC2)Cl